FC=1C=C(C=CC1F)C=1C=C2C(=NC1)C(=NN2CCCC)F 1-[6-(3,4-Difluorophenyl)-3-fluoro-pyrazolo[4,3-b]pyridin-1-yl]butan